tert-butyl 7-((6-((dimethylamino)methyl)-4-(tetrahydro-2H-pyran-4-yl)pyridin-2-yl)amino)-4-(7-fluoroimidazo[1,2-a]pyridin-3-yl)-1-oxoisoindoline-2-carboxylate CN(C)CC1=CC(=CC(=N1)NC=1C=CC(=C2CN(C(C12)=O)C(=O)OC(C)(C)C)C1=CN=C2N1C=CC(=C2)F)C2CCOCC2